Ammonium gluconat O=C([C@H](O)[C@@H](O)[C@H](O)[C@H](O)CO)[O-].[NH4+]